N[C@H](C(=O)N[C@@H](C)C(NC1=CC=C(C=C1)CO)=O)C(C)C (2S)-2-amino-N-[(1S)-1-[[4-(hydroxymethyl)phenyl]carbamoyl]ethyl]-3-methylbutanamide